C(C)(C)(C)OC(C1=CC=C(C=C1)C#CC#CC#CC1=CC(=CC=C1)S(=O)(=O)OC(C(F)(F)F)C1=CC=C(C=C1)C)=O.C1(CC=CC=C1)[2H] 1H-Benzol-d tert-butyl-4-((3-((2,2,2-trifluoro-1-(p-tolyl)ethoxy)sulfonyl)phenyl)hexa-1,3,5-triyn-1-yl)benzoate